FC1=C(C(=O)N2CCC(CC2)CNC2N(C=C(C=N2)C(=O)O)O)C=C(C=C1)CC1=NNC(C2=CC=CC=C12)=O (1-((2-fluoro-5-((4-oxo-3,4-dihydro-phthalazin-1-yl)methyl)benzoyl)piperidin-4-yl)methylamino)-N-hydroxypyrimidine-5-carboxylic acid